N1-(3-chlorophenyl)-5-fluoro-N1,2-dimethylbenzene-1,3-diamine ClC=1C=C(C=CC1)N(C1=C(C(=CC(=C1)F)N)C)C